COC1=C(C=C2C=CN=C(C2=C1)NCC1=CC=C(C=C1)OC)C#N 7-methoxy-1-((4-methoxybenzyl)amino)isoquinoline-6-carbonitrile